N-((R)-1-(4-(cyclopropanesulfonamido)pyridin-2-yl)-2-((R)-1-methylpiperidin-2-yl)ethyl)-5-(6-ethoxypyrazin-2-yl)thiazole-2-carboxamide C1(CC1)S(=O)(=O)NC1=CC(=NC=C1)[C@@H](C[C@@H]1N(CCCC1)C)NC(=O)C=1SC(=CN1)C1=NC(=CN=C1)OCC